C(C)OC(=O)C1=C(C2=C(S1)C=CC=C2OC)C 4-methoxy-3-methylbenzo[b]thiophene-2-carboxylic acid ethyl ester